2-(4-(tert-butyl)phenyl)-2-diazoacetic acid methyl ester COC(C(=[N+]=[N-])C1=CC=C(C=C1)C(C)(C)C)=O